2-methyl-3-(2-chloroethyl)-6,7,8,9-tetrahydropyrido[1,2-a]pyrimidin-4-one CC=1N=C2N(C(C1CCCl)=O)CCCC2